C(C)(=O)OC=1C=2C(C(=COC2C=C(C1)O[C@H]1[C@H](O)[C@@H](O)[C@H](O)[C@@H](CO)O1)C1=CC=C(O)C=C1)=O O-acetylgenistin